8-(dimethylamino)-8-(4-fluorophenyl)-1,3-diazaspiro[4.5]decan-2-one CN(C1(CCC2(CNC(N2)=O)CC1)C1=CC=C(C=C1)F)C